1,5-divinylbenzene C(=C)C1=CC=CC(=C1)C=C